FC1(CC(C1)N1C(=NC2=NC=C(C=C21)C=2C=CN1N=C(N=CC12)NC1CC(C1)O)C)F 3-((5-(1-(3,3-difluorocyclobutyl)-2-methyl-1H-imidazo[4,5-b]pyridin-6-yl)pyrrolo[2,1-f][1,2,4]triazin-2-yl)amino)cyclobutan-1-ol